(E)-N-(4'-(2-(4-(ethylsulfonyl)phenyl)acetamido)-2'-methyl-[1,1'-biphenyl]-2-yl)-4-methoxybut-2-enamide C(C)S(=O)(=O)C1=CC=C(C=C1)CC(=O)NC1=CC(=C(C=C1)C1=C(C=CC=C1)NC(\C=C\COC)=O)C